C(C)(=O)O[BH-](OC(C)=O)OC(C)=O.[Na+] Sodium triacetoxy-borohydride